1-(1-acetyl-3-methylpiperidine-3-carbonyl)-4-fluoro-N-{phenyl[4-(propan-2-yl)phenyl]methyl}pyrrolidine-2-carboxamide C(C)(=O)N1CC(CCC1)(C(=O)N1C(CC(C1)F)C(=O)NC(C1=CC=C(C=C1)C(C)C)C1=CC=CC=C1)C